ethyl 2-{3-chloro-4-methyl-5H,6H,7H,8H,9H-pyridazino[3,4-b]azepin-9-yl}-1,3-thiazole-4-carboxylate ClC1=C(C2=C(N(CCCC2)C=2SC=C(N2)C(=O)OCC)N=N1)C